C(CCCCC)(=O)SCCNC(CCNC([C@@H](C(COP(OP(OC[C@@H]1[C@H]([C@H]([C@@H](O1)N1C=NC=2C(N)=NC=NC12)O)OP(=O)(O)O)(=O)O)(=O)O)(C)C)O)=O)=O hexanoyl-CoA